(1R,5S,6s)-3-(cyclohexylmethyl)-N-((6-(1,3-dimethylpyrazol-4-yl)pyridazin-3-yl)methyl)-3-azabicyclo[3.1.0]hexan-6-amine C1(CCCCC1)CN1C[C@@H]2C([C@@H]2C1)NCC=1N=NC(=CC1)C=1C(=NN(C1)C)C